C(C)C(C(=O)NC1=C(C=C(C=C1)OC)C)C(C)=O 2-ethyl-N-(4-methoxy-2-methylphenyl)-3-oxobutanamide